C1(=CC(=CC(=C1)C(=O)O)C(=O)O)C(=O)O.[Cu] copper compound with 1,3,5-benzenetricarboxylic acid